FC=1C(=CC(=NC1C)C1=NOC(=N1)C1=NC=C(C=C1)F)C=1C=NC=C(C1)C(F)(F)F 3-(5'-fluoro-6'-methyl-5-(trifluoromethyl)-[3,4'-bipyridin]-2'-yl)-5-(5-fluoropyridin-2-yl)-1,2,4-oxadiazole